FC1NC(=CC(=C1)C=1C(=CC(=C(C1)O)C1=NC=C(N=C1)N(C)[C@@H]1[C@@H]([C@]2(CC[C@@](C1)(N2)C)C)F)F)F 5-(2,6-difluoro-1,2-dihydropyridin-4-yl)-4-fluoro-2-(5-(((1R,2S,3S,5S)-2-fluoro-1,5-dimethyl-8-azabicyclo[3.2.1]octan-3-yl)(methyl)amino)pyrazin-2-yl)phenol